CC=1C2=C(N3C1CN(CC3)C(CCOCCC)=O)N=CC(=C2)C2COC2 1-(3-(5-methyl-3-(oxetan-3-yl)-8,9-dihydropyrido[3',2':4,5]pyrrolo[1,2-a]pyrazin-7(6H)-yl)-3-oxopropoxy)propan